OC(COC=1C=C(C=2N(C1)N=CC2C#N)C=2C=NC(=CC2)N2CC1N(C(C2)C1)CC1=NC(=CC=C1)C)(C)C 6-(2-hydroxy-2-methylpropoxy)-4-(6-(6-((6-methylpyridin-2-yl)methyl)-3,6-diazabicyclo[3.1.1]heptan-3-yl)pyridin-3-yl)pyrazolo[1,5-a]pyridine-3-carbonitrile